FC1=C(C(=CC=C1)OC(F)(F)F)C1=NC=CC2=C1CN(C2=O)C2=NC(=CC(=C2)C)N2CCNCC2 4-(2-fluoro-6-(trifluoromethoxy)phenyl)-2-(4-methyl-6-(piperazin-1-yl)pyridin-2-yl)-2,3-dihydro-1H-pyrrolo[3,4-c]pyridin-1-one